5-((5-chloro-2-((3s,5r)-3-hydroxy-5-methylpiperidin-1-yl)pyrimidin-4-yl)amino)-3-(3-hydroxy-3-methylbutyl)-1-methyl-1,3-dihydro-2H-benzo[d]imidazol-2-one ClC=1C(=NC(=NC1)N1C[C@H](C[C@H](C1)C)O)NC1=CC2=C(N(C(N2CCC(C)(C)O)=O)C)C=C1